rac-tert-butyl (3-methyl-2-oxopent-4-en-1-yl)carbamate C[C@@H](C(CNC(OC(C)(C)C)=O)=O)C=C |r|